tert-butyl 4-((5-(((4,6-dimethyl-2-oxo-1,2-dihydropyridin-3-yl)methyl)carbamoyl)-4-methyl-4'-(morpholinomethyl)-[1,1'-biphenyl]-3-yl)(ethyl)amino)piperidine-1-carboxylate CC1=C(C(NC(=C1)C)=O)CNC(=O)C=1C(=C(C=C(C1)C1=CC=C(C=C1)CN1CCOCC1)N(C1CCN(CC1)C(=O)OC(C)(C)C)CC)C